((1R,4R)-4-(4-(((R)-1-(2-fluoro-3-(trifluoromethyl)phenyl)ethyl)amino)-7-methoxy-2-Methylquinazolin-6-yl)cyclohexyl)(piperazin-1-yl)methanone FC1=C(C=CC=C1C(F)(F)F)[C@@H](C)NC1=NC(=NC2=CC(=C(C=C12)C1CCC(CC1)C(=O)N1CCNCC1)OC)C